rac-(1s,2s,4s)-4-amino-2-methylcyclohexane-1-ol N[C@@H]1C[C@@H]([C@H](CC1)O)C |r|